1-hexadecyl acrylate C(C=C)(=O)OCCCCCCCCCCCCCCCC